1-fluoro-2-benzenethiol FC1=C(C=CC=C1)S